6-(((3-(5-(hydroxymethyl)isoxazol-3-yl)-[1,2,4]triazolo[3,4-a]phthalazin-6-yl)oxy)methyl)-N-(tetrahydrofuran-3-yl)nicotinamide OCC1=CC(=NO1)C1=NN=C2N1N=C(C1=CC=CC=C21)OCC2=NC=C(C(=O)NC1COCC1)C=C2